CS(=O)(=O)CCC(=O)N1CC2=CC=CC(=C2CC1)CC1=CC=C(C=C1)C(F)(F)F 3-(methylsulfonyl)-1-(5-(4-(trifluoromethyl)benzyl)-3,4-dihydroisoquinolin-2(1H)-yl)propan-1-one